6-bromo-4-fluoro-pyrazolo[1,5-a]pyridine-3-carboxylic acid BrC=1C=C(C=2N(C1)N=CC2C(=O)O)F